ClC1=CC(=C(C=C1)N(C(=O)C1=NC(=CN=C1)C1=CC=C(C=C1)OC(F)(F)F)C)OC N-(4-chloro-2-methoxyphenyl)-N-methyl-6-(4-(trifluoromethoxy)phenyl)pyrazine-2-carboxamide